N[C@@H](CCC(=O)O)C(=O)C(=O)[C@H](O)[C@H](O)[C@H](O)CO glutamyl-ribose